FC1=CC2=C(N=C(S2)NC2=NC3=C(N2C)C=CC=C3)C=C1 2-(6-Fluoro-benzothiazol-2-ylamino)-1-methyl-1H-benzimidazole